tert-Butyl (4aR,5R,7aR)-1-(4,6-dimethylpyrimidin-2-yl)-5-methyloctahydro-6H-pyrrolo[3,4-b]pyridine-6-carboxylate CC1=NC(=NC(=C1)C)N1[C@@H]2[C@H](CCC1)[C@H](N(C2)C(=O)OC(C)(C)C)C